2-methyl-4-(pyrimidin-5-yloxy)benzene CC1=CC=CC(=C1)OC=1C=NC=NC1